phenyl-1,2,4-dithiazolin-5-one C1(=CC=CC=C1)C=1SSC(N1)=O